4-(6-(6-(Difluoromethyl)imidazo[1,2-b]pyridazin-3-yl)pyrimidin-4-yl)thiomorpholine 1,1-dioxide FC(C=1C=CC=2N(N1)C(=CN2)C2=CC(=NC=N2)N2CCS(CC2)(=O)=O)F